O1COC2=C1C=CC(=C2)N(C2CCN(CC2)C(=O)N2N=NC1=C2C=C(C=C1)C#N)C1=CC2=C(OCO2)C=C1 1-(4-(bis(benzo[d][1,3]dioxol-5-yl)amino)piperidine-1-carbonyl)-1H-benzo[d][1,2,3]triazole-6-carbonitrile